C(CCCCC)(=O)N(CCS(=O)(=O)O)C caproyl-methyltaurine